dimethyl 3-(5-(benzyloxy)-1-(4-fluoro-3-methylphenyl)-2-(tetrahydro-2H-pyran-4-yl)-1H-indol-3-yl)cyclobutane-1,1-dicarboxylate C(C1=CC=CC=C1)OC=1C=C2C(=C(N(C2=CC1)C1=CC(=C(C=C1)F)C)C1CCOCC1)C1CC(C1)(C(=O)OC)C(=O)OC